2,5-dibutyladipic acid C(CCC)C(C(=O)O)CCC(C(=O)O)CCCC